The molecule is the penicilloate(2-) species that is the dianion formed from benzylpenicilloic acid by deprotonation of both carboxy groups. It is the major microspecies present at pH 7.3. It is a conjugate base of a benzylpenicilloic acid. CC1([C@@H](N[C@H](S1)[C@@H](C(=O)[O-])NC(=O)CC2=CC=CC=C2)C(=O)[O-])C